N1(CCCCCC1)S(=O)(=O)C=1C=C(C=CC1C)NC(CN1N=CC(=C(C1=O)Cl)Cl)=O N-(3-(azepan-1-ylsulfonyl)-4-methylphenyl)-2-(4,5-dichloro-6-oxopyridazin-1(6H)-yl)acetamide